Cl.N[C@H](C(=O)O)CC(=O)OCN1N=CC(=C1)C=1SC=C(N1)C(NC=1C(=NN(C1)C1CCC(CC1)OCC)C1=NC(=CC=C1F)F)=O (S)-2-amino-4-((4-(4-((3-(3,6-difluoropyridin-2-yl)-1-((1r,4r)-4-ethoxycyclohexyl)-1H-pyrazol-4-yl)carbamoyl)thiazol-2-yl)-1H-pyrazol-1-yl)methoxy)-4-oxobutanoic acid hydrochloride